4,5,6,7-tetrahydro-5-(7-methylthieno[3,2-d]pyrimidin-4-yl)-thiazolo[5,4-c]pyridin-2-amine CC1=CSC2=C1N=CN=C2N2CC1=C(CC2)N=C(S1)N